NC=1C=C(C=C2C=C(N=CC12)NC(=O)[C@@H]1[C@H](C1)C=1C=NN(C1)C)C1=C(C=CC=C1Cl)Cl (1S,2S)-N-(8-amino-6-(2,6-dichlorophenyl)isoquinolin-3-yl)-2-(1-methyl-1H-pyrazol-4-yl)cyclopropanecarboxamide